Nε-Methyl-L-lysine CNCCCC[C@H](N)C(=O)O